FC=1C=C2C(=NC=NC2=CC1)N1CC=2C=C(C=NC2C(C1)C)NC=1C=NC=CC1 6-(6-fluoroquinazolin-4-yl)-8-methyl-N-(pyridin-3-yl)-5,6,7,8-tetrahydro-1,6-naphthyridin-3-amine